5-bromo-3-iodo-6-methyl-1H-indazole BrC=1C=C2C(=NNC2=CC1C)I